2-(3-(((1-(4-chlorophenyl)cyclopropyl)methyl)amino)-6-(1-methyl-1H-pyrazol-4-yl)-2-oxopyrazin-1(2H)-yl)acetic acid ClC1=CC=C(C=C1)C1(CC1)CNC=1C(N(C(=CN1)C=1C=NN(C1)C)CC(=O)O)=O